C(C1=CC=CC=C1)OC1=NC(=CC=C1C1=CC=C(C=C1)N1CCC(CC1)CNC(OC(C)(C)C)=O)OCC1=CC=CC=C1 tert-butyl ((1-(4-(2,6-bis(benzyloxy)pyridin-3-yl)phenyl)piperidin-4-yl)methyl)carbamate